FC1=C(C=CC(=C1C=1C=CC=2N(C1)C=NC2C=2NC1=C(N2)C=CC(=C1)N1CCN(CC1)C)F)NS(=O)(=O)C=1C(=NC=C(C1)F)OC N-(2,4-difluoro-3-[1-[5-(4-methylpiperazin-1-yl)-3H-1,3-benzodiazol-2-yl]imidazo[1,5-a]pyridin-6-yl]phenyl)-5-fluoro-2-methoxypyridine-3-sulfonamide